2-(6-{5-chloro-2-[(oxacyclohex-4-yl)amino]pyrimidin-4-yl}-1-oxo-2,3-dihydro-1H-isoindol-2-yl)-N-(1,1,1-trifluoro-2-methylpropan-2-yl)acetamide ClC=1C(=NC(=NC1)NC1CCOCC1)C1=CC=C2CN(C(C2=C1)=O)CC(=O)NC(C(F)(F)F)(C)C